CC=1C(=NC=CC1)C=1C=NC=C(C1)C(=O)N methyl-[2,3'-bipyridine]-5'-carboxamide